N-Benzyl-1-[[[1-[(2,4-dimethoxyphenyl)methylamino]-5-isoquinolyl]amino]methyl]-N-methyl-4-[(1-methyl-2-oxo-4-pyridyl)oxymethyl]-2-azabicyclo[2.1.1]hexane-2-carboxamide C(C1=CC=CC=C1)N(C(=O)N1C2(CC(C1)(C2)COC2=CC(N(C=C2)C)=O)CNC2=C1C=CN=C(C1=CC=C2)NCC2=C(C=C(C=C2)OC)OC)C